meta-phosphonopyridine P(=O)(O)(O)C=1C=NC=CC1